N-Boc-2-methyl-piperazine C(=O)(OC(C)(C)C)N1C(CNCC1)C